C(C)(=O)N[C@@H](CCCCNC(C)=O)C(=O)O N2,N6-diacetyl-L-lysine